FC=1C2=C(C(=NC1)C)C[C@H](C2)CNCC[C@@H]2CN(C(O2)=O)C2=NC1=C(OCC(N1)=O)N=C2 6-[(5R)-5-[2-[[(6R)-4-fluoro-1-methyl-6,7-dihydro-5H-cyclopenta[c]pyridin-6-yl]methylamino]ethyl]-2-oxo-1,3-oxazolidin-3-yl]-4H-pyrazino[2,3-b][1,4]oxazin-3-one